8-Bromoisoquinolin-1(2H)-one BrC=1C=CC=C2C=CNC(C12)=O